ClC1=C(C=CC(=C1)Cl)C1=CC=C(C=C1)C(=O)OCCCN(C)C 2',4'-dichloro-4-{[3-(dimethylamino)propoxy]carbonyl}-[1,1'-biphenyl]